C(C)(C)(C)C=1C=C(C=CC1)C=1C=C2C=CNC2=CC1 5-(3-tert-butylphenyl)-1H-indol